1-(3-isopropenylphenyl)ethane-1,2-dione C(=C)(C)C=1C=C(C=CC1)C(C=O)=O